C(C)(=O)OCC(=O)NC1=C2C(=CNC2=C(C(=C1)Cl)Cl)C=1C=NNC1 [2-[[6,7-dichloro-3-(1H-pyrazol-4-yl)-1H-indol-4-yl]amino]-2-oxo-ethyl] acetate